(E)-2-cyano-3-phenylpropionyl chloride C(#N)C(C(=O)Cl)CC1=CC=CC=C1